1-[[4-fluoro-3-(4,4,5,5-tetramethyl-1,3,2-dioxaborolane-2-yl)phenoxy]methyl]cyclobutanol FC1=C(C=C(OCC2(CCC2)O)C=C1)B1OC(C(O1)(C)C)(C)C